C(C)(=O)N([C@@](C(SCC(C)O)[2H])(C(=O)O)[2H])[2H] N-acetyl-S-(2-hydroxypropyl)-L-cysteine-d3